tert-butyl (5-fluoro-2-methyl-2H-indazol-4-yl)carbamate FC1=C(C2=CN(N=C2C=C1)C)NC(OC(C)(C)C)=O